N-(2,4-difluoro-3-(((3-methyl-4-(pyridin-3-yl)-1H-pyrazolo[3,4-b]pyridin-5-yl)oxy)methyl)phenyl)-5-fluoro-2-methoxypyridine-3-sulfonamide FC1=C(C=CC(=C1COC=1C(=C2C(=NC1)NN=C2C)C=2C=NC=CC2)F)NS(=O)(=O)C=2C(=NC=C(C2)F)OC